9-fluoro-2,4,5-trimethyl-4,5-dihydro-2H-[1,2,3]triazolo[4,5-c]quinolin-6-amine FC1=C2C=3C(C(N(C2=C(C=C1)N)C)C)=NN(N3)C